2-[3-cyano-4-isobutoxyphenyl]-4-methylthiazole C(#N)C=1C=C(C=CC1OCC(C)C)C=1SC=C(N1)C